FC(C(=O)O)(F)F.C(C)(CC)N1CCC(=CC1)C1=CC2=C(C=3N(CCC2NC2=CC=C(C=C2)Cl)N=NC3C)C=C1 9-(1-(sec-butyl)-1,2,3,6-tetrahydropyridin-4-yl)-N-(4-chlorophenyl)-1-methyl-6,7-dihydro-5H-benzo[c][1,2,3]triazolo[1,5-a]azepin-7-amine 2,2,2-trifluoroacetate